C1(CC1)N1CCC(CC1)C=1SC2=C(N1)C=C(C=C2)B2OC(C(O2)(C)C)(C)C 2-(1-cyclopropylpiperidin-4-yl)-5-(4,4,5,5-tetramethyl-1,3,2-dioxaborolan-2-yl)benzo[d]thiazole